O1C(OCC1)C1=C(C(=C(C=N1)C=1C=2N(C(=NC1)NCC1=C(C=CC3=C1CCO3)F)C=C(N2)C#N)C)F 8-(6-(1,3-dioxolan-2-yl)-5-fluoro-4-methylpyridin-3-yl)-5-(((5-fluoro-2,3-dihydrobenzofuran-4-yl)methyl)amino)imidazo[1,2-c]pyrimidine-2-carbonitrile